3-amino-6-(1-methyl-6-oxo-1,6-dihydropyridin-3-yl)-N-((5-methylthiazol-4-yl)methyl)-5-(oxazol-2-yl)pyrazine-2-carboxamide 1-methyl-1-(4-pyridyl)ethyl-carbamate CC(C)(C1=CC=NC=C1)NC(O)=O.NC=1C(=NC(=C(N1)C=1OC=CN1)C1=CN(C(C=C1)=O)C)C(=O)NCC=1N=CSC1C